3-[(1R)-1-[7-[6-[2-(3-cyclopropyl-5-methyl-1,2,4-triazol-4-yl)-4-fluoro-phenoxy]-1,2,4-triazin-5-yl]-2,7-diazaspiro[3.4]octan-2-yl]-2-methyl-propyl]cyclobutanone C1(CC1)C1=NN=C(N1C1=C(OC2=C(N=CN=N2)N2CCC3(CN(C3)[C@H](C(C)C)C3CC(C3)=O)C2)C=CC(=C1)F)C